[C+4].P(=O)([O-])([O-])[O-].[Li+].[Fe+2] iron-lithium phosphate carbon